2-Amyl-cyclopentanol C(CCCC)C1C(CCC1)O